CC1=CC=C(C(=O)O[C@H](C(=O)O)[C@@H](C(=O)O)OC(C2=CC=C(C=C2)C)=O)C=C1 (2s,3s)-2,3-bis(4-methylbenzoyloxy)succinic acid